1-[4-[5-(oxetan-3-yl)-3-(trifluoromethyl)pyrazol-1-yl]phenyl]methylamine O1CC(C1)C1=CC(=NN1C1=CC=C(C=C1)CN)C(F)(F)F